(S,E)-4-(8-amino-3-(1-(4-methoxybut-2-enoyl)piperidin-2-yl)imidazo[1,5-a]pyrazin-1-yl)-N-(4-methylpyrimidin-2-yl)benzamide NC=1C=2N(C=CN1)C(=NC2C2=CC=C(C(=O)NC1=NC=CC(=N1)C)C=C2)[C@H]2N(CCCC2)C(\C=C\COC)=O